C1CC1C(=O)NC2=NC=C3C=C(N=CC3=C2)Cl N-(7-chloro-2,6-naphthyridin-3-yl)cyclopropanecarboxamide